5-amino-1-(cyclobutylmethyl)-N-[3-(7-{[(3S,4R)-3-fluoro-1-methylpiperidin-4-yl]amino}-3-(2,2,2-trifluoroethyl)pyrazolo[1,5-a]pyridin-2-yl)prop-2-yn-1-yl]-1H-pyrazole-4-carboxamide NC1=C(C=NN1CC1CCC1)C(=O)NCC#CC1=NN2C(C=CC=C2N[C@H]2[C@H](CN(CC2)C)F)=C1CC(F)(F)F